6-chloro-4-((3aR,6aS)-5-(4-fluorophenyl)hexahydropyrrolo[3,4-c]pyrrol-2(1H)-yl)-1-methyl-2-oxo-1,2-dihydro-1,5-naphthyridine-3-carbonitrile ClC=1N=C2C(=C(C(N(C2=CC1)C)=O)C#N)N1C[C@@H]2CN(C[C@@H]2C1)C1=CC=C(C=C1)F